NC1=C(C=C(C=C1)C1=CC=NC2=CC=CC=C12)C 4-(4-amino-3-methylphenyl)quinoline